C(N(CC(=O)[O-])CC(=O)[O-])CN(CC(=O)[O-])CC(=O)[O-].[Ag+].[Ag+].[Ag+].[Ag+] silver edetate